[OH-].C(CC)[N+](CCC)(CCC)C12CC3CC(CC(C1)C3)C2 N,N,N-tripropyladamantyl-ammonium hydroxide